C(C)(C)(C)OC(=O)N1CCC2(CNC3=NC=CC=C32)CC1 1',2'-dihydrospiro[piperidine-4,3'-pyrrolo[2,3-b]pyridine]-1-carboxylic acid tert-butyl ester